OCCN(C1=CC=C(C=C1)C)CCO N,N-bis(2-hydroxyethyl)p-toluidine